C(C)(=O)N[C@H]1C[C@H](CCC1)C(=O)NC1=NC=C(C(=C1)C=1C=C(C2=C(N3C(=N2)CCC3(C)C)C1)F)Cl (1S,3R)-3-acetylamino-N-[5-chloro-4-(5-fluoro-1,1-dimethyl-2,3-dihydropyrrolo[1,2-a]benzoimidazol-7-yl)-2-pyridinyl]Cyclohexanecarboxamide